(S)-5-chloro-4-((1-(2-chlorophenyl)ethyl)amino)-2-fluoro-N-(6-fluoropyridin-2-yl)benzenesulfonamide ClC=1C(=CC(=C(C1)S(=O)(=O)NC1=NC(=CC=C1)F)F)N[C@@H](C)C1=C(C=CC=C1)Cl